ClC1=C(C=CC(=N1)C[C@@]1(C[C@H](N(CC1)C(=O)OC(C)(C)C)C)C(=O)OC(C)(C)C)F di-tert-butyl (2R,4R)-4-((6-chloro-5-fluoropyridin-2-yl)methyl)-2-methylpiperidine-1,4-dicarboxylate